O1CC(C1)C[Si](OC)(OC)OC (oxetane-3-yl)methyltrimethoxysilane